COC1=C2C(NC(C2=CC=C1)=O)=O 4-(methoxy)isoindolin-1,3-dione